ClC=1C(=C2N=CC=NC2=C(C1)C1=CC=C(C=C1)OC(F)(F)F)C=C 6-chloro-8-(4-(trifluoromethoxy)phenyl)-5-vinylquinoxaline